5-[di(1-adamantyl)phosphino]-1',3',5'-triphenyl-1'H-1,4'-bipyrazole C12(CC3CC(CC(C1)C3)C2)P(C2=CC=NN2C=2C(=NN(C2C2=CC=CC=C2)C2=CC=CC=C2)C2=CC=CC=C2)C23CC1CC(CC(C2)C1)C3